(R)-N-(1-(4-(cyclopropanesulfonamido)pyridin-2-yl)-3-(dimethylamino)propyl)-5-(6-ethoxypyrazin-2-yl)thiazole-2-carboxamide C1(CC1)S(=O)(=O)NC1=CC(=NC=C1)[C@@H](CCN(C)C)NC(=O)C=1SC(=CN1)C1=NC(=CN=C1)OCC